S1C=NC2=C1C=CC=C2 Benzo[d]thiazole